NC1=C(C(=NN1C1CC(C1)N1CCC1)C1=CC=C2C=CC(=NC2=C1)C1=CC=CC=C1)C#N 5-amino-1-(3-(azetidin-1-yl)cyclobutyl)-3-(2-phenylquinolin-7-yl)-1H-pyrazole-4-carbonitrile